C(C)OC(=O)C1=CC2=C(S1)C=CC(=C2)OCCCN2CCCC2 5-(3-(pyrrolidin-1-yl)propoxy)benzo[b]thiophene-2-carboxylic acid ethyl ester